OC(C)(C)[C@H]1CN(CCO1)C=1C=CC(=NC1)NC=1C2=C(C(=NC1)C1=CN=C3N1C=CC=C3)CNC2=O 7-[[5-[(2R)-2-(1-hydroxy-1-methyl-ethyl)morpholin-4-yl]-2-pyridyl]amino]-4-imidazo[1,2-a]pyridin-3-yl-2,3-dihydropyrrolo[3,4-c]pyridin-1-one